1,1,1,3,3,3-hexafluoropropan-2-yl (±)-1-((6-(methylsulfonamido) pyridin-3-yl)carbamoyl)-6-azaspiro[2.5]octane-6-carboxylate CS(=O)(=O)NC1=CC=C(C=N1)NC(=O)[C@@H]1CC12CCN(CC2)C(=O)OC(C(F)(F)F)C(F)(F)F |r|